1-N-butyl-3-methylpyridinium bis(trifluoromethanesulfonyl)imide salt [N-](S(=O)(=O)C(F)(F)F)S(=O)(=O)C(F)(F)F.C(CCC)[N+]1=CC(=CC=C1)C